nickel-manganese-cobalt (oxy)hydroxide O(O)O.[Co].[Mn].[Ni]